ClC=1C(=C(C=CC1)NC=1C(=NN2C1C(NCC2)=O)C2=C(C=NC=C2)F)OC [(3-chloro-2-methoxyphenyl)amino]-2-(3-fluoropyridin-4-yl)-5H,6H,7H-pyrazolo[1,5-a]pyrazin-4-one